BrC=1C=2CCOC(C2C2=C(C1)OCO2)CNC 1-(5-bromo-7,9-dihydro-6H-[1,3]dioxolo[4,5-h]isochromen-9-yl)-N-methylmethanamine